(E)-3-[4-[(2R,3S,4R,5R,6S)-3-[(2S,3R,4S)-3,4-Dihydroxy-4-(hydroxymethyl)oxolan-2-yl]oxy-4,5-dihydroxy-6-(hydroxymethyl)oxan-2-yl]oxyphenyl]-1-(2,4-dihydroxyphenyl)prop-2-en-1-one O[C@H]1[C@@H](OC[C@]1(CO)O)O[C@@H]1[C@H](O[C@H]([C@@H]([C@H]1O)O)CO)OC1=CC=C(C=C1)/C=C/C(=O)C1=C(C=C(C=C1)O)O